C1(=CC=CC=C1)C=1N=C(OC1C1=CC=CC=C1)SCCC(=O)NC 3-(4,5-diphenyloxazol-2-yl)sulfanyl-N-methylpropanamide